CC1=CC=C(C=C1)S(=O)(=O)N (R/S)-p-toluenesulfonic acid amide